CCC[C@@H](C)[C@H]1CC[C@H]2[C@@H]3CC[C@H]4C[C@H](CC[C@]4(C)[C@H]3CC[C@]12C)O 5α-cholan-3β-ol